C1(CC1)NC(=O)C=1C(=CC(=C(C1)C=1C=NC(=C(C(=O)O)C1)NC(CO)(C)C)C)F 5-(5-(cyclopropylcarbamoyl)-4-fluoro-2-methylphenyl)-2-((1-hydroxy-2-methylpropan-2-yl)amino)nicotinic acid